NC=1C=CC(=NC1OC)N1CCN(CC1)C(=O)OC(C)(C)C tert-butyl 4-(5-amino-6-methoxypyridin-2-yl)piperazine-1-carboxylate